C(C)(=O)N1CCC(CC1)NC1=NC(=CC(=C1)C(=O)OC(C)(C)C)N(C)CCOC tert-Butyl 2-[(1-acetyl-4-piperidyl)amino]-6-[2-methoxyethyl(methyl)amino]pyridine-4-carboxylate